COC(NC1CCNCC1)=O methyl-N-(4-piperidyl)carbamate